2-cyano-N-cyclopropylethylthioamide C(#N)C(CS[NH-])C1CC1